4-(7-methylquinoline-2-yl)benzenesulfonamide CC1=CC=C2C=CC(=NC2=C1)C1=CC=C(C=C1)S(=O)(=O)N